S1C(=CC=C1)C=1C=CC2=C(SC3=C2C=CC=C3)C1 3-thiophenyl-dibenzothiophene